methyl N-(2-(3-(3-(((S)-1-cyclopropylethyl)carbamoyl)-1H-pyrazol-5-yl)phenyl)oxazole-5-carbonyl)-S-methyl-D-cysteinate C1(CC1)[C@H](C)NC(=O)C1=NNC(=C1)C=1C=C(C=CC1)C=1OC(=CN1)C(=O)N[C@H](CSC)C(=O)OC